5-[(3S,5R)-3,5-dimethylpiperazin-1-yl]-N-(7-fluoro-2-methyl-indazol-5-yl)-2-[2-(trifluoromethoxy)ethoxy]quinazoline-8-carboxamide C[C@H]1CN(C[C@H](N1)C)C1=C2C=NC(=NC2=C(C=C1)C(=O)NC1=CC2=CN(N=C2C(=C1)F)C)OCCOC(F)(F)F